BrC=1C=CC(=NC1OCCCN1C(C2=CC=CC=C2C1=O)=O)N(C(OC(C)(C)C)=O)C tert-butyl N-[5-bromo-6-[3-(1,3-dioxoisoindol-2-yl)propoxy]pyridin-2-yl]-N-methylcarbamate